7-fluoro-5-((R)-2-methoxy-1-((S)-2-oxo-4-(trifluoromethyl)imidazolidin-1-yl)ethyl)benzo[d]oxazol FC1=CC(=CC=2N=COC21)[C@H](COC)N2C(N[C@@H](C2)C(F)(F)F)=O